dimethylsilylenebis(4,5,6,7-tetrahydro-1-indenyl)titanium dichloride [Cl-].[Cl-].C[Si](=[Ti+2](C1C=CC=2CCCCC12)C1C=CC=2CCCCC12)C